ClC1=NC=C2C(=N1)N(N=C2)[C@@H]2C[C@H](C2)CNC(OC(C)(C)C)=O tert-butyl ((trans-3-(6-chloro-1H-pyrazolo[3,4-d]pyrimidin-1-yl)cyclobutyl)methyl)carbamate